C(C)(C)C=1C(=NNC1C=1C=C(C=2N(C1)N=CN2)C)C2=CC=C(C=C2)[C@H](C)N (S)-1-(4-(4-isopropyl-5-(8-methyl-[1,2,4]triazolo[1,5-a]pyridin-6-yl)-1H-pyrazol-3-yl)phenyl)ethan-1-amine